BrC1=CC(=NO1)CN1C(C(N(CC1)C1CCCC1)=O)=O 1-((5-bromoisoxazol-3-yl)methyl)-4-cyclopentylpiperazine-2,3-dione